(4-CHLORO-2-FORMYL-PHENYL)-CARBAMIC ACID BENZYL ESTER C(C1=CC=CC=C1)OC(NC1=C(C=C(C=C1)Cl)C=O)=O